N-(1-(5,5,5-trifluoropentyl)-1H-indol-5-yl)acrylamide FC(CCCCN1C=CC2=CC(=CC=C12)NC(C=C)=O)(F)F